[Na].C1CCC2=C(C=3CCCC3C=C12)NC(=O)NS(=O)(=O)CC=1C=C(C=CC1)C N-((1,2,3,5,6,7-Hexahydro-s-indacen-4-yl)carbamoyl)-1-(m-tolyl)methanesulfonamide, Sodium Salt